bis(carboxyphenyl)dimethyl-silane C(=O)(O)C1=C(C=CC=C1)[Si](C)(C)C1=C(C=CC=C1)C(=O)O